CC(C(=O)OC)(C)OC=CCCCCCCCCC methyl 2-methyl-2-(undec-1-en-1-yloxy)propanoate